C(CCCCCCCCCCCCCCCCCCCCCCCCCCCC)OC(CCCCCCCCCCCCCCCCCCC)=O.CC(=CC=NO)CCC=C(C)C 3,7-dimethyl-2,6-octadienaldoxime nonacosan-1-yl-arachidate